NC=1C2=C(N=CN1)C(=NC(=C2)NC)C=2C(=C(C=CC2C)O)C 3-(4-amino-6-(methylamino)pyrido[3,4-d]pyrimidin-8-yl)-2,4-dimethylphenol